3-(2-bromophenyl)butoxy-tert-butyl-dimethylsilane BrC1=C(C=CC=C1)C(CCO[Si](C)(C)C(C)(C)C)C